tetradecyl 3-hydroxybenzoate OC=1C=C(C(=O)OCCCCCCCCCCCCCC)C=CC1